Ditridecyl carbonate C(OCCCCCCCCCCCCC)(OCCCCCCCCCCCCC)=O